(E)-3-((3-butyl-3-ethyl-5-(4-fluorophenyl)-7-(methylthio)-1,1-dioxido-2,3,4,5-tetrahydro-1,5-benzothiaazepin-8-yl)oxy)acrylic acid C(CCC)C1(CS(C2=C(N(C1)C1=CC=C(C=C1)F)C=C(C(=C2)O/C=C/C(=O)O)SC)(=O)=O)CC